2,5-dichloro-4-(5-cyclopropyl-1H-pyrazol-3-yl)pyrimidine ClC1=NC=C(C(=N1)C1=NNC(=C1)C1CC1)Cl